3-[6-({5-[2-Cyclopropyl-6-(trifluoromethyl)pyridin-4-yl]-7-({[1-(methoxymethyl)cyclopentyl]methyl}(methyl)amino)-1H-imidazo[4,5-b]pyridin-2-yl}carbamoyl)pyridin-3-yl]propanoic acid C1(CC1)C1=NC(=CC(=C1)C1=CC(=C2C(=N1)N=C(N2)NC(=O)C2=CC=C(C=N2)CCC(=O)O)N(C)CC2(CCCC2)COC)C(F)(F)F